CNCC=1N=C2N(C=CN(C2=O)C2CCOCC2)C1 2-((methylamino)methyl)-7-(tetrahydro-2H-pyran-4-yl)imidazo[1,2-a]pyrazin-8(7H)-one